C1=CC(=CC(=C1)Br)OC(C(F)F)(F)F 3-(1,1,2,2-tetrafluoroethoxy)bromobenzene